2-(2,2-diethoxyethoxy)-4-fluoro-1-methylbenzene C(C)OC(COC1=C(C=CC(=C1)F)C)OCC